C(C)(C)(C)OC(=O)N1CCC2(CC1)C(C1=CC=CC=C1C2)=O 1'-(tert-butyloxycarbonyl)-1-oxo-1,3-dihydrospiro[indene-2,4'-piperidine]